ClC1=C(C=C(C=C1)C=1N=C(SC1C(C)C)NC1=C(C(=O)O)C=C(C=N1)C1=CC=CC=C1)C(F)(F)F 2-(4-(4-chloro-3-(trifluoromethyl)phenyl)-5-isopropylthiazol-2-ylamino)-5-phenylnicotinic acid